C1(CCCC1)NC1=NC(=NC=C1C(=O)O)SC 4-(cyclopentylamino)-2-(methylthio)pyrimidine-5-carboxylic acid